peroxy-crotonic acid C(\C=C\C)(=O)OO